(1R)-6-methoxy-1-methyl-1,2,3,4-tetrahydroisoquinoline COC=1C=C2CCN[C@@H](C2=CC1)C